6-[3-(5-chloro-2-methoxypyridine-3-sulfonamido)-2-cyano-6-fluorophenyl]-N-methylimidazo[1,5-a]pyrazine-1-carboxamide ClC=1C=C(C(=NC1)OC)S(=O)(=O)NC=1C(=C(C(=CC1)F)C=1N=CC=2N(C1)C=NC2C(=O)NC)C#N